O[Mo](=O)(=O)[O-] The molecule is a monovalent inorganic anion that consists of molybdic acid where one of the two OH groups has been deprotonated. It is a molybdenum oxoanion and a monovalent inorganic anion. It is a conjugate base of a molybdic acid. It is a conjugate acid of a molybdate.